(3,5'-bis(trifluoromethyl)2,2'-bipyridine) hexafluorophosphate F[P-](F)(F)(F)(F)F.FC(C=1C(=NC=CC1)C1=NC=C(C=C1)C(F)(F)F)(F)F